rac-(2s,3s)-2-(5-chlorothiophene-2-yl)-2-methyl-5-oxopyrrolidine-3-carboxylic acid ClC1=CC=C(S1)[C@]1(NC(C[C@@H]1C(=O)O)=O)C |r|